BrC1=NC(=CC=C1)C1OC2=C(C1)C=C(C=C2)C(F)(F)F 2-bromo-6-(5-(trifluoromethyl)-2,3-dihydrobenzofuran-2-yl)pyridine